N-Methyl-3-(7-(1-methyl-1H-pyrazol-4-yl)-6-(oxetan-3-yloxy)imidazo[1,2-b]pyridazin-3-yl)benzamide CNC(C1=CC(=CC=C1)C1=CN=C2N1N=C(C(=C2)C=2C=NN(C2)C)OC2COC2)=O